2,2,6,6-tetramethylpiperidine-4-ol CC1(NC(CC(C1)O)(C)C)C